CC1=C(OCC=2C=C(C(=O)O)C=CC2)C=CC(=C1)C(F)(F)F 3-((2-methyl-4-(trifluoromethyl)phenoxy)methyl)benzoic acid